C1(=CC=CC=C1)N1CC(=CC2=CC=CC=C12)C(C(F)(F)F)=O 1-phenyl-3-(trifluoroacetyl)quinoline